(R)-6-chloro-3-((1-(3,6-dimethyl-2-(4-((4-methylpiperazin-1-yl)methyl)phenyl)-4-oxo-4H-chromen-8-yl)ethyl)amino)picolinic acid ClC1=CC=C(C(=N1)C(=O)O)N[C@H](C)C=1C=C(C=C2C(C(=C(OC12)C1=CC=C(C=C1)CN1CCN(CC1)C)C)=O)C